CC12CC3(CC(CC(C1)(C3)C)C2)N=C=O 3,5-dimethyl-1-adamantyl isocyanate